ClC1=C(CNC(=O)[C@@]2(C=3C=CC=NC3[C@](CC2)(CN2CC(C2)O)O)F)C=CC(=C1)Cl (5r,8s)-N-(2,4-dichlorobenzyl)-5-fluoro-8-hydroxy-8-((3-hydroxyazetidin-1-yl)methyl)-5,6,7,8-tetrahydroquinoline-5-carboxamide